COC(CCCC(=O)NC1=CC=C(C=C1)N1CCOCC1)=O 5-(4-morpholinophenylamino)-5-oxopentanoic acid methyl ester